CC1(CCN(C2=CC=C(C=C12)C#CC1=CC=C(C=C1)/C=C/C(=O)O)C(C)C)C (2E)-3-(4-{2-[4,4-dimethyl-1-(propan-2-yl)-1,2,3,4-tetrahydroquinolin-6-yl]-ethynyl}phenyl)prop-2-enoic acid